CN(CCN1N=CC(=C1)C=1C=NC=2CCN(CC2C1)C1=C(C(=C(N=N1)C#N)C)C)C 6-(3-(1-(2-(dimethylamino)ethyl)-1H-pyrazol-4-yl)-7,8-dihydro-1,6-naphthyridin-6(5H)-yl)-4,5-dimethylpyridazine-3-carbonitrile